2-[3-(1,1-diethoxy-3,3,3-trimethyldisiloxanyl)propyl]-1,1,3,3-tetramethylguanidine C(C)O[Si](O[Si](C)(C)C)(OCC)CCCN=C(N(C)C)N(C)C